5-(5-methoxypyridin-3-yl)-2-(6-(methyl(2,2,6,6-tetramethylpiperidin-4-yl)amino)pyridazin-3-yl)phenol COC=1C=C(C=NC1)C=1C=CC(=C(C1)O)C=1N=NC(=CC1)N(C1CC(NC(C1)(C)C)(C)C)C